O1C=NC=CC(NC=CC=NC=C1)=O oxa[3,7,11]triazacyclotridecin-6(7H)-one